N=1N=CN(C1)C1=CC(=C2C=NNC2=C1)NC(CNCCCCN(C(OC(C)(C)C)=O)CC1=CC(=C(C=C1)OC(F)(F)F)Cl)=O tert-Butyl (4-((2-((6-(4H-1,2,4-triazol-4-yl)-1H-indazol-4-yl)amino)-2-oxoethyl)amino)butyl)(3-chloro-4-(trifluoromethoxy)benzyl)carbamate